4-((1R,2S)-2-(hydroxymethyl)cyclopentylamino)-2-(tetrahydro-2H-pyran-4-ylamino)pyrimidine-5-carboxamide OC[C@@H]1[C@@H](CCC1)NC1=NC(=NC=C1C(=O)N)NC1CCOCC1